C1(CCCC1)C1=NC(=NO1)C1(CCN(CC1)C(=O)NC1=C(C=CC=C1N1CCN(CC1)C(C)C)F)C 4-(5-cyclopentyl-1,2,4-oxadiazol-3-yl)-N-{2-fluoro-6-[4-(propan-2-yl)piperazin-1-yl]phenyl}-4-methylpiperidine-1-carboxamide